ClC1=CC=C(C=C1)[C@@](C)(O)[C@@H]1[C@H]([C@H]([C@@H](C1)N1C=2NC=N/C(/C2N=C1)=N/N)O)O (1S,2R,3S,5R)-3-((S)-1-(4-chlorophenyl)-1-hydroxyethyl)-5-((E)-6-hydrazineylidene-3,6-dihydro-9H-purin-9-yl)cyclopentane-1,2-diol